4-(2-acetamido-4-fluoro-5-methylphenyl)butyric acid C(C)(=O)NC1=C(C=C(C(=C1)F)C)CCCC(=O)O